NC1=CC=C(C=2C(C3=C(C=CC(=C3C(C12)=O)N)O)=O)O 1,8-diamino-4,5-dihydroxyanthraquinone